2-[3-(benzothiazol-2-yl)-7-(dimethylamino)-2-oxo-2H-chromen-4-yl]Benzoic acid S1C(=NC2=C1C=CC=C2)C=2C(OC1=CC(=CC=C1C2C2=C(C(=O)O)C=CC=C2)N(C)C)=O